(4-(naphthalen-2-ylmethoxy)benzyl)-1-(pyridin-3-yl)methylamine C1=C(C=CC2=CC=CC=C12)COC1=CC=C(CNCC=2C=NC=CC2)C=C1